CN(C(C)=O)C=1SC(=C(N1)C([2H])([2H])[2H])S(N)(=O)=O N-methyl-N-(4-(methyl-d3)-5-sulfamoylthiazol-2-yl)acetamide